C(N)(OC(C[C@H]1[C@H](CC[C@H](C2=NC=CC=C21)O)C2=C(C(=CC=C2)F)F)(C)C)=O ((5S,6S,9R)-6-(2,3-difluorophenyl)-9-hydroxy-6,7,8,9-tetrahydro-5H-cyclohept[b]pyridine-5-yl)tert-butyl carbamate